CS(=O)(=O)C(C)C1=CC=C(C=C1)NC=1N=CC2=C(N1)CN(CC2)C2=C(C1=C(OCCN1C(=O)OC(C)(C)C)N=C2)C tert-butyl 7-(2-{[4-(1-methanesulfonylethyl)phenyl]amino}-5H,6H,7H,8H-pyrido[3,4-d]pyrimidin-7-yl)-8-methyl-1H,2H,3H-pyrido[2,3-b][1,4]oxazine-1-carboxylate